C(C)OC(COC=1C(=NC=CC1NC(=O)OC(C)(C)C)C(C)(C)C)=O.COC=1C=CC2=C(N=C(O2)C2=C3C=C(N=CC3=C(N=C2)NC)C2(CC2)C(=O)N)C1 (5-(5-methoxybenzo[d]oxazol-2-yl)-8-(methylamino)-2,7-naphthyridin-3-yl)cyclopropanecarboxamide ethyl-2-[(4-{[(tert-butoxy)carbonyl]amino}-2-tert-butylpyridin-3-yl)oxy]acetate